7-amino-2-{2-[2-(methylsulfanyl)pyrimidin-4-yl]prop-2-en-1-yl}-4-[3-(thiophen-2-yl)-1H-indazol-5-yl]-2,3-dihydro-1H-isoindol-1-one NC=1C=CC(=C2CN(C(C12)=O)CC(=C)C1=NC(=NC=C1)SC)C=1C=C2C(=NNC2=CC1)C=1SC=CC1